NC1=NC=CC=C1C1=NC=2C(=NC(=CC2)C2=CC=CC=C2)N1C=1C=C2CCC(C2=CC1)C(=O)O 5-[2-(2-aminopyridin-3-yl)-5-phenylimidazo[4,5-b]pyridin-3-yl]-2,3-dihydro-1H-indene-1-carboxylic acid